[NH4+].I(=O)(=O)[O-] iodic acid ammonium salt